ethyl 2-(8-(hydroxymethyl)-5-oxo-5,6-dihydrobenzo[b]pyrazolo[4,3-d]azepin-2(4H)-yl)-3-methylbutanoate OCC=1C=CC2=C(NC(CC=3C2=CN(N3)C(C(=O)OCC)C(C)C)=O)C1